ClC1=CC(=C(C(=O)O)C=C1S(NC1=CC=CC=C1)(=O)=O)NCC=1OC=CC1 4-Chloro-2-((furan-2-ylmethyl)amino)-5-(N-phenylsulfamoyl)benzoic acid